ClC1=CC(=NC(=C1O)Cl)C(=O)NC1=C2C(N(C=NC2=C(C=C1)F)CC1=C(C=CC=C1)OC(F)(F)F)=O 4,6-dichloro-N-(8-fluoro-4-oxo-3-{[2-(trifluoromethoxy)phenyl]methyl}-3,4-dihydroquinazolin-5-yl)-5-hydroxypyridine-2-carboxamide